FC(CN1C(=NC=2C1=NC(=CC2)C=2C=CN1N=C(N=CC12)N[C@@H]1CC[C@@H](CC1)CN1CCOCC1)C)F 5-(3-(2,2-Difluoroethyl)-2-methyl-3H-imidazo[4,5-b]pyridin-5-yl)-N-(cis-4-(morpholinomethyl)cyclohexyl)pyrrolo[2,1-f][1,2,4]triazin-2-amine